C=1(C(=CC=CC1)C(=O)O)C=1C(=CC=CC1)C(=O)O [1,1-biphenyl]-2,2'-dicarboxylic acid